ClC=1C(=C(C(=CC1C)O)[C@@H](C1CCNCC1)CC(C(=O)N)(C)C)F [(R)-(3-chloro-2-fluoro-6-hydroxy-4-methylphenyl)(piperidin-4-yl)methyl]-2,2-Dimethylpropionamide